FC=1C=C(C=CC1N1CCC(CC1)CC1=CC=C(C=C1)B1OC(C(O1)(C)C)(C)C)C1C(NC(CC1)=O)=O 3-(3-fluoro-4-(4-(4-(4,4,5,5-tetramethyl-1,3,2-dioxaborolan-2-yl)benzyl)piperidin-1-yl)phenyl)piperidine-2,6-dione